2-[(5,6-diphenyl-1,2,4-triazin-3-yl)oxy]-N-methylpropanamide C1(=CC=CC=C1)C=1N=C(N=NC1C1=CC=CC=C1)OC(C(=O)NC)C